C(CCC)OCC(C)O butoxypropane-2-ol